FC(CCN1C(=NC=C1)C(=O)OC)(F)F Methyl 1-(3,3,3-trifluoropropyl)-1H-imidazole-2-carboxylate